FC=1C=C(CSC=2N(C(C=3C(N2)=NN(C3)CC3COC3)=O)C3=C(C=CC=C3)C)C=CC1 6-((3-fluorobenzyl)thio)-2-(oxetan-3-ylmethyl)-5-(o-tolyl)-2H-pyrazolo[3,4-d]pyrimidin-4(5H)-one